[Si](C)(C)(C(C)(C)C)OC/C=C(\CO)/F (E)-4-((tert-butyldimethylsilyl)oxy)-2-fluorobut-2-en-1-ol